C(C1=CC=CC=C1)N1CCC2(CC2NC(C2=CC(=CC(=C2)Cl)Cl)=O)CC1 N-(6-benzyl-6-azaspiro[2.5]oct-1-yl)-3,5-dichlorobenzamide